1-(4-(3-(7-carboxy-7-methyloctyl)phenyl)butyl)cyclopropane-1-carboxylic acid C(=O)(O)C(CCCCCCC=1C=C(C=CC1)CCCCC1(CC1)C(=O)O)(C)C